2-(2,4,6-trimethylphenyl)-9-(dimethylamino)imidazo[1,5-a]quinolin-3-ylidenesilver(I) chloride CC1=C(C(=CC(=C1)C)C)N1CN2C(C=CC3=CC=CC(=C23)N(C)C)C1=[Ag-2]Cl